C[Si]([N-][Si](C)(C)C)(C)C.[Na+] sodium hexamethyldisilazide